N(C1=CC=CC=C1)CC1=C(N(C=C1)S(N)(=O)=O)C(=O)O 3-(anilinomethyl)-1-sulfamoyl-pyrrole-2-carboxylic acid